O1COCC2=C1C=CC=C2C(CNS(=O)(=O)C2=CC=C(C=C2)C)C2=CC=CC=C2 N-(2-(benzo[d][1,3]dioxan-5-yl)-2-phenylethyl)-4-methylbenzenesulfonamide